vanadium-cerium-titanium [Ti].[Ce].[V]